O1CN(C=C1)N1C2CNC(C1)C2 5-(Oxazol-3-yl)-2,5-diazabicyclo[2.2.1]Heptane